C(C)(=O)OCCCCCCCC\C=C\CC (E)-9-Dodecenyl acetate